C(CCCC)NC(C(C)S(=O)(=O)O)C 3-pentylaminobutane-2-sulfonic acid